C1(CC1)COC1=CC=C(C=C1)[N+](=O)[O-] 1-(cyclopropylmethoxy)-4-nitrobenzene